7-{5-(2,2-Difluoropropyl)-6-oxo-4-[2-(trifluoromethyl)-1,3-thiazol-5-yl]-1,4,5,6-tetrahydropyrrolo[3,4-c]pyrazol-3-yl}-1,3-benzoxazol-2(3H)-one FC(CN1C(C=2NN=C(C2C1C1=CN=C(S1)C(F)(F)F)C1=CC=CC=2NC(OC21)=O)=O)(C)F